5-(7-Bromo-2-chloro-8-fluoroquinazolin-4-yl)-N,N-dimethyl-5,6,7,8-tetrahydro-4H-pyrazolo[1,5-a][1,4]diazepine-2-carboxamide BrC1=CC=C2C(=NC(=NC2=C1F)Cl)N1CC=2N(CCC1)N=C(C2)C(=O)N(C)C